dioctyltin diacrylate C(C=C)(=O)[O-].C(C=C)(=O)[O-].C(CCCCCCC)[Sn+2]CCCCCCCC